(1R*,3R*,5S*)-8-Ethyl-N-((1,2,3,5,6,7-hexahydro-s-indacen-4-yl)carbamoyl)-8-azabicyclo[3.2.1]octane-3-sulfonamide, Potassium Salt [K].C(C)N1[C@H]2CC(C[C@@H]1CC2)S(=O)(=O)NC(NC2=C1CCCC1=CC=1CCCC21)=O |o1:4,8|